CC1=NC2=CC=C(C(=C2NC1=O)C)C(N1CCN(CC1)C=1C=CC(=NC1F)C(=O)N)([2H])[2H] 5-(4-((2,5-Dimethyl-3-oxo-4H-quinoxalin-6-yl)methyl-d2)piperazin-1-yl)-6-fluoropyridine-2-Formamide